Ethyl (E)-3-(4-methylquinolin-7-yl)acrylate CC1=CC=NC2=CC(=CC=C12)/C=C/C(=O)OCC